The molecule is a tertiary amine in which the substituents on nitrogen are benzyl, phenyl and 3-(2-methylpropoxy)-2-(pyrrolidin-1-yl)propyl. It has a role as a vasodilator agent, an anti-arrhythmia drug, an antihypertensive agent and a calcium channel blocker. It is a tertiary amine and a member of pyrrolidines. CC(C)COCC(CN(CC1=CC=CC=C1)C2=CC=CC=C2)N3CCCC3